C(C)(=O)OOC1=NN(C(=C1C)I)C1=C(C=CC=C1)F methyl-{[1-(2-fluorophenyl)-5-iodo-1H-pyrazol-3-yl] oxy} acetate